C1(CC1)C1=C(C(=NO1)C1=C(C=CC=C1Cl)Cl)COC1=CC=C(C=C1)C1=CC(=C(C=C1)CC(=O)O)F 2-(4'-((5-cyclopropyl-3-(2,6-dichlorophenyl)isoxazol-4-yl)methoxy)-3-fluoro-[1,1'-biphenyl]-4-yl)acetic acid